(S)- and (R)-2-((4-cyanophenethyl)amino)-N-(5-(3,3-difluoro-pyrrolidin-1-yl)-pyridin-2-yl)-2-phenylacetamide C(#N)C1=CC=C(CCN[C@H](C(=O)NC2=NC=C(C=C2)N2CC(CC2)(F)F)C2=CC=CC=C2)C=C1 |r|